trimethoxy(pentamethyl-cyclopentadienyl)titanium CO[Ti](C1(C(=C(C(=C1C)C)C)C)C)(OC)OC